C(C=C)C1=C(C(=C(C(=C1O)CC=C)O)CC=C)O triallyl-phloroglucinol